FC(C(C(=O)O)OC1=CC=CC=C1)(F)F trifluorophenoxypropionic acid